CC1=C(C(=CC=C1)C)N=CC N-(2,6-dimethylphenyl)ethan-1-imine